[Li+].C(C)(C)(C)C1=CC=C(C(C(=O)[O-])=C1)O 5-t-butylsalicylate lithium